3-(2,3-dinitroxy-propoxy)-benzoic acid 2-[4-(5,7-dimethoxy-4-oxo-3,4-dihydro-quinazolin-2-yl)-2,6-dimethyl-phenoxy]-ethyl ester COC1=C2C(NC(=NC2=CC(=C1)OC)C1=CC(=C(OCCOC(C2=CC(=CC=C2)OCC(CO[N+](=O)[O-])O[N+](=O)[O-])=O)C(=C1)C)C)=O